2-(3,4-Dimethoxyphenyl)-7-(1,2,5,6-tetrahydropyridin-3-yl)-4H-pyrido[1,2-a]pyrimidin-4-one COC=1C=C(C=CC1OC)C=1N=C2N(C(C1)=O)C=C(C=C2)C=2CNCCC2